C1C(CC2=CC=CC=C12)=O Inden-2(1H)-one